ClC1=C(C=CC=C1)C=1C=CC=C2C=NC(=NC12)N 8-(2-chlorophenyl)quinazolin-2-amine